5-amino-2-[2-(2,2-difluoroethylamino)-5-fluoro-3-pyridyl]-6-(3-methoxy-2,6-dimethyl-phenyl)pyrimidine-4-carboxylic acid NC=1C(=NC(=NC1C1=C(C(=CC=C1C)OC)C)C=1C(=NC=C(C1)F)NCC(F)F)C(=O)O